BrC1=C(C=C(CN(C(OC(C)(C)C)=O)C)C=C1F)OC(F)F tert-Butyl 4-bromo-3-(difluoromethoxy)-5-fluorobenzyl(methyl)carbamate